4-(4-((4-(2-(4-(tert-butoxycarbonyl)piperazin-1-yl)ethyl)-4'-chloro-4-methyl-3,4,5,6-tetrahydro-[1,1'-biphenyl]-2-yl)methyl)piperazin-1-yl)benzoic acid C(C)(C)(C)OC(=O)N1CCN(CC1)CCC1(CC(=C(CC1)C1=CC=C(C=C1)Cl)CN1CCN(CC1)C1=CC=C(C(=O)O)C=C1)C